di(3-chloro-2-hydroxypropyl)ether ClCC(COCC(CCl)O)O